tert-butyl (S)-3-pentadecanamidopyrrolidine-1-carboxylate C(CCCCCCCCCCCCCC)(=O)N[C@@H]1CN(CC1)C(=O)OC(C)(C)C